[N-](S(=O)(=O)C(F)(F)F)S(=O)(=O)C(F)(F)F.[Li+].COCCOCCOCCOC (triglyme) lithium bis(trifluoromethanesulfonyl)imide